BrC=1C=C2C=C(C(=NC2=CC1)OC)[C@@H]([C@](CCN(C)C)(O)C1=CC(=NC(=C1)OC)OC)C1=C(C(=CC=C1)OC)F (1R,2S)-1-(6-bromo-2-methoxyquinolin-3-yl)-2-(2,6-dimethoxypyridin-4-yl)-4-(dimethylamino)-1-(2-fluoro-3-methoxyphenyl)butan-2-ol